ClC1=CC(=C(C(=C1)C)C=1C(N(C2(C1C(=O)OCC)CCN(CC2)OC)C)=O)C ethyl 3-(4-chloro-2,6-xylyl)-8-methoxy-1-methyl-2-oxo-1,8-diazaspiro[4.5]dec-3-en-4-ylcarboxylate